ClC1=C(C=C(C=C1)F)C1N(C(C2=NC(=CC(=C21)NCC2=C(C=C(C=C2)OC)OC)C#N)=O)CC2=CC=C(C=C2)OC 5-(2-chloro-5-fluorophenyl)-4-((2,4-dimethoxybenzyl)amino)-6-(4-methoxybenzyl)-7-oxo-6,7-dihydro-5H-pyrrolo[3,4-b]pyridine-2-carbonitrile